ClC1=C(OCC(=O)[O-])C(=CC(=C1)C(CC(C)(C)C)(C)C)Cl 2,6-dichloro-4-(1,1,3,3-tetramethyl butyl)phenoxyacetate